OC1(CC2C(CN(C2)C(C(=O)C2=CC=C(C=C2)O)C)C1)C1=CC=CC=C1 (5-hydroxy-5-phenylhexahydrocyclopenta[c]pyrrol-2(1H)-yl)-1-(4-hydroxyphenyl)propan-1-one